tert-butyl-1,2,3-oxathiazole-3-carboxylic acid methyl ester 2,2-dioxide COC(=O)N1S(OC=C1C(C)(C)C)(=O)=O